[Na].COC=1C=C(C=CC1)N1CCNCC1 4-(3-methoxyphenyl)piperazine sodium